5-Bromo-6-methyl-2-(1-oxo-1,3-dihydrospiro[indene-2,4'-piperidin]-1'-yl)pyrimidine-4-carbonitrile BrC=1C(=NC(=NC1C)N1CCC2(CC1)C(C1=CC=CC=C1C2)=O)C#N